N-((5-chloro-6-(oxazol-4-yl)-1H-indol-2-yl)methyl)acetamide ClC=1C=C2C=C(NC2=CC1C=1N=COC1)CNC(C)=O